distearyl 1,18-octadecenylenedicarboxylate cytidine-5'-monophosphate P(=O)(O)(O)OC[C@@H]1[C@H]([C@H]([C@@H](O1)N1C(=O)N=C(N)C=C1)O)O.C(=CCCCCCCCCCCCCCCCCC(=O)OCCCCCCCCCCCCCCCCCC)C(=O)OCCCCCCCCCCCCCCCCCC